6-{2-[3,5-difluoro-4-(trifluoromethyl)phenyl]ethyl}-4-hydroxy-2,3-dihydropyridazin-3-one FC=1C=C(C=C(C1C(F)(F)F)F)CCC=1C=C(C(NN1)=O)O